C(C)(C)C1=CC(=NN1C1OCCCC1)C(=O)N(C)OC 5-isopropyl-N-methoxy-N-methyl-1-(tetrahydro-2H-pyran-2-yl)-1H-pyrazole-3-carboxamide